C(CCCCCCCCCCCCCCCCC)NC(=O)NCCCCCCCCCCCCCCCCCC N-stearyl-N'-stearylurea